(R)-3-((6-(4-cyano-2-(ethoxymethoxy)phenyl)-5-methyl-1,2,4-triazin-3-yl)amino)piperidine-1-carboxylic acid tert-butyl ester C(C)(C)(C)OC(=O)N1C[C@@H](CCC1)NC=1N=NC(=C(N1)C)C1=C(C=C(C=C1)C#N)OCOCC